COC(=O)C1=NN(C=C1C1=CC(=NC=C1F)C1CC1)COCC[Si](C)(C)C (2-cyclopropyl-5-fluoropyridin-4-yl)-1-{[2-(trimethylsilyl)ethoxy]methyl}pyrazole-3-carboxylic acid methyl ester